tert-butyl 4-(3-amino-6-bromo-2-fluorobenzoyl)piperidine-1-carboxylate NC=1C(=C(C(=O)C2CCN(CC2)C(=O)OC(C)(C)C)C(=CC1)Br)F